Butyl (1-(2-isopropylphenyl)cyclopropyl)carbamate C(C)(C)C1=C(C=CC=C1)C1(CC1)NC(OCCCC)=O